COC=1C=C(CC=2N=C(SC2)[C@H](CC2=CC=C(C=C2)NS(O)(=O)=O)NC(C(C)(C)C)=O)C=CC1 (S)-4-(2-(4-(3-Methoxybenzyl)thiazol-2-yl)-2-pivalamidoethyl)phenylsulfamic acid